FC1(CN(CC12CNC2)C2=NC(=CC1=C2N=C(N=C1)NC1CCN(CC1)S(=O)(=O)CCC1(CC1)C)C)F 8-(8,8-difluoro-2,6-diazaspiro[3.4]octan-6-yl)-6-methyl-N-(1-((2-(1-methylcyclopropyl)ethyl)sulfonyl)piperidin-4-yl)pyrido[3,4-d]pyrimidine-2-amine